(4-bromo-6-carbamoyl-2,2-difluoro-1,3-benzodioxol-5-yl)-2-(3-chloro-2-pyridyl)-5-(2,2,2-trifluoroethoxy)pyrazole-3-carboxamide BrC1=C(C(=CC=2OC(OC21)(F)F)C(N)=O)C2=C(N(N=C2OCC(F)(F)F)C2=NC=CC=C2Cl)C(=O)N